CN([C@@H]1C[C@@H](C1)N)C=1C2=C(N=CN1)N(C=C2)S(=O)(=O)C2=CC=C(C=C2)C cis-N-methyl-N-{7-[(4-methylphenyl)sulfonyl]-7H-pyrrolo[2,3-d]pyrimidin-4-yl}cyclobutane-1,3-diamine